C(N)(OCC(NC1=C(C(N(C2=NC(=C(C=C12)Cl)C1=C(C=CC=C1OC)F)C=1C(=NC=CC1C)C(C)C)=O)N)C(C)(C)C)=O (tert-butyl 2-((3-amino-6-chloro-7-(2-fluoro-6-methoxyphenyl)-1-(2-isopropyl-4-methylpyridin-3-yl)-2-oxo-1,2-dihydro-1,8-naphthyridin-4-yl) amino) ethyl) carbamate